6-(cyclopropanecarboxamido)-4-((3'-methoxy-[2,4'-bipyridyl]-2'-yl)amino)-N-(methyl-d3)pyridazine-3-carboxamide C1(CC1)C(=O)NC1=CC(=C(N=N1)C(=O)NC([2H])([2H])[2H])NC1=NC=CC(=C1OC)C1=NC=CC=C1